The molecule is a benzophenanthridine alkaloid that is dihydrosanguinarine bearing a methoxy substituent at position 10. It has a role as a metabolite. It derives from a dihydrosanguinarine. CN1CC2=C3C(=CC(=C2C4=C1C5=CC6=C(C=C5C=C4)OCO6)OC)OCO3